methyl 4-(5-(4-(4-isopropyl-4H-1,2,4-triazol-3-yl) phenyl) pyridin-3-yl)-1H-pyrrolo[2,3-b]pyridine-2-carboxylate C(C)(C)N1C(=NN=C1)C1=CC=C(C=C1)C=1C=C(C=NC1)C1=C2C(=NC=C1)NC(=C2)C(=O)OC